1,4-bis(n-nonyloxycarbonyloxy)naphthalene C(CCCCCCCC)OC(=O)OC1=CC=C(C2=CC=CC=C12)OC(=O)OCCCCCCCCC